5-formyl-2-hydroxybenzoic acid C(=O)C=1C=CC(=C(C(=O)O)C1)O